CC1=CC=CC(=N1)C=1C(=C2N(N1)CCC2)C2=CC=NC1=CC=C(C=C21)C(=O)N 4-(2-(6-methylpyridin-2-yl)-5,6-dihydro-4H-pyrrolo[1,2-b]pyrazol-3-yl)quinoline-6-Carboxamide